C1(=CC=CC=C1)C1CCN2N=C(C=C21)C(=O)N[C@H]2COC1=C(N(C2=O)C)C=CC=C1 4-phenyl-N-[(3S)-5-methyl-4-oxo-2,3-dihydro-1,5-benzoxazepin-3-yl]-5,6-dihydro-4H-pyrrolo[1,2-b]pyrazole-2-carboxamide